1-[1-(2,6-Dioxopiperidin-3-yl)-3-methyl-2-oxo-1,3-benzodiazol-5-yl]piperidine-4-carbaldehyde O=C1NC(CCC1N1C(N(C2=C1C=CC(=C2)N2CCC(CC2)C=O)C)=O)=O